methyl 4-(((3S,4S,5S,6R)-3,4,5-trihydroxy-6-((pyrimidin-2-ylamino)methyl)tetrahydro-2H-pyran-2-yl)oxy)benzoate O[C@@H]1C(O[C@@H]([C@H]([C@@H]1O)O)CNC1=NC=CC=N1)OC1=CC=C(C(=O)OC)C=C1